dimethyl-dioxolane methacrylate C(C(=C)C)(=O)O.CC1(OCCO1)C